(7'S)-7'-(3,5-difluorophenyl)-1-(4-fluoropyridin-2-yl)dihydro-1'H,3'H,5'H-spiro[piperidine-4,2'-pyrazolo[1,2-a]pyrazol]-1'-one FC=1C=C(C=C(C1)F)[C@@H]1CCN2N1C(C1(C2)CCN(CC1)C1=NC=CC(=C1)F)=O